FC1=CC=C(C(=O)C2=CNC=3N=C(N=C(C32)N[C@H]3CN(CCC3)C(C=C)=O)NC=3C=NN(C3)C)C=C1 (R)-1-(3-((5-(4-fluorobenzoyl)-2-((1-methyl-1H-pyrazol-4-yl)amino)-7H-pyrrolo[2,3-d]pyrimidin-4-yl)amino)piperidin-1-yl)prop-2-en-1-one